C(C)N1C(NC2=C(C1=O)C=NC(=C2)CN2CCN(CC2)C=2C=CC(=NC2)C(=O)NC)=O 5-(4-((3-ethyl-2,4-dioxo-1,2,3,4-tetrahydropyrido[4,3-d]pyrimidin-7-yl)methyl)piperazin-1-yl)-N-methylpicolinamide